(±)-tert-butyl 3-(6-chloro-8-(6-(hydroxymethyl)thieno[3,2-d]pyrimidin-4-yl)-3,4-dihydroquinolin-1(2H)-yl)pyrrolidine-1-carboxylate ClC=1C=C2CCCN(C2=C(C1)C=1C2=C(N=CN1)C=C(S2)CO)[C@H]2CN(CC2)C(=O)OC(C)(C)C |r|